C(C)(C)(C)OC(=O)NC(CCNCCCCCCCC(C)NC(OC(C)(C)C)=O)C tert-butyl (9-((3-((tert-butoxycarbonyl)amino)butyl)amino)nonan-2-yl)carbamate